2-(2,6-dioxopiperidin-3-yl)-4-(4-(piperidine-4-carbonyl)piperazin-1-yl)isoindoline-1,3-dione O=C1NC(CCC1N1C(C2=CC=CC(=C2C1=O)N1CCN(CC1)C(=O)C1CCNCC1)=O)=O